ClCC1=CSC=C1 3-(chloromethyl)thiophene